(+/-)-methyl 2,2,6,6-tetramethyl-4-oxopiperidine-3-carboxylate CC1(NC(CC([C@@H]1C(=O)OC)=O)(C)C)C |r|